FC1=C(OC2=CC=C(C=C2)C2=NN(C3=C2C=NC=C3OC)[C@H]3CN(CCC3)C(C(C)O)=O)C=CC=C1OC 1-((R)-3-(3-(4-(2-fluoro-3-methoxyphenoxy)phenyl)-7-methoxy-1H-pyrazolo[4,3-c]pyridin-1-yl)piperidin-1-yl)-2-hydroxypropan-1-one